[C@H]12COC[C@H](CC(C1)OC=1C(=CC(=NC1)C)C1=CC=3N(C=C1)N=C(C3)NC=3C=NN(C3)CC(C)(O)C)N2 1-(4-((5-(5-(((1R,5S,7s)-3-oxa-9-azabicyclo[3.3.1]nonan-7-yl)oxy)-2-methylpyridin-4-yl)pyrazolo[1,5-a]pyridin-2-yl)amino)-1H-pyrazol-1-yl)-2-methylpropan-2-ol